BrC1=CC=CN2C(=CC=C12)C(=O)C=1C=C(C(=C(C#N)C1)F)C 5-(8-Bromoindolizine-3-carbonyl)-2-fluoro-3-methylbenzonitrile